4-bis(trimethylsilyl)aminomethylstyrene C[Si](C)(C)N([Si](C)(C)C)CC1=CC=C(C=C)C=C1